N-ethyl-2-[1-[(2R)-2-(2-methoxyphenyl)-2-(prop-2-yloxy)ethyl]-5-methyl-6-(1,3-oxazol-2-yl)-2,4-dioxo-1H,2H,3H,4H-thieno[2,3-d]pyrimidin-3-yl]-2-methylpropanamide C(C)NC(C(C)(C)N1C(N(C2=C(C1=O)C(=C(S2)C=2OC=CN2)C)C[C@H](OC(C)C)C2=C(C=CC=C2)OC)=O)=O